tert-amylimino-tris(dimethylamino)vanadium C(C)(C)(CC)N=[V](N(C)C)(N(C)C)N(C)C